C1(CC1)OC=1N=CC=C2C1N(C(=C2)C(=O)O)C 7-cyclopropoxy-1-methylpyrrolo[2,3-c]pyridine-2-carboxylic acid